(E)-6-(4-ethoxy-2-methoxyphenyl)-N'-(3-methoxybenzylidene)pyrazine-2-carbohydrazide C(C)OC1=CC(=C(C=C1)C1=CN=CC(=N1)C(=O)N/N=C/C1=CC(=CC=C1)OC)OC